triazinine N1=NN=CC=C1